METHYL 4-AMINO-3-(BENZO[D]THIAZOL-7-YL)ISOTHIAZOLE-5-CARBOXYLATE NC=1C(=NSC1C(=O)OC)C1=CC=CC=2N=CSC21